(2R)-1-[(3-methoxy-2-pyridyl)methyl]piperidine-2-carboxylic acid COC=1C(=NC=CC1)CN1[C@H](CCCC1)C(=O)O